1-(3-acetylphenyl)-2-thiourea C(C)(=O)C=1C=C(C=CC1)NC(=S)N